2-[(diethylamino)methyl]-phenol C(C)N(CC)CC1=C(C=CC=C1)O